O1CC(C1)N1CCN(CC1)C(=O)C1=CC=C(C=2OCCOC21)NC=2N=C(C1=C(N2)NC=C1C(F)(F)F)N[C@@H]1COCC1 (S)-(4-(oxetan-3-yl)piperazin-1-yl)(8-((4-((tetra-hydrofuran-3-yl)amino)-5-(trifluoromethyl)-7H-pyrrolo[2,3-d]pyrimidin-2-yl)amino)-2,3-dihydrobenzo[b][1,4]dioxin-5-yl)methanone